BrC1=C(C=C(C=C1)C(F)(F)F)CC(=O)C=1C=C(C#N)C=CC1 3-(2-(2-bromo-5-(trifluoromethyl)phenyl)acetyl)benzonitrile